O1CCC(CC1)C=1SC(=CN1)C(=O)O 2-(oxan-4-yl)-1,3-thiazole-5-carboxylic acid